(2S)-1-methyl-2-pyrrolidinemethanol CN1[C@@H](CCC1)CO